N1(C=NC2=C1C=CC=C2)N2C(C=C(C=C2C2=CC=CC=C2)C2=CC=CC=C2)C2=CC=CC=C2 1-(1H-benzimidazol-1-yl)-2,4,6-triphenylpyridine